6-fluoro-1-(4-fluorophenyl)-3-iodo-indole FC1=CC=C2C(=CN(C2=C1)C1=CC=C(C=C1)F)I